6-chloro-1-(2,2-difluoroethyl)-1H-pyrazolo[3,4-b]Pyrazine ClC1=CN=C2C(=N1)N(N=C2)CC(F)F